N1C=CC=2C1=NC=CC2OC=2C=C(C=CC2C)NC(=O)C2=NN(C=C2)C2=CC=C(C=C2)F N-(3-((1H-pyrrolo[2,3-b]pyridin-4-yl)oxy)-4-methylphenyl)-1-(4-fluorophenyl)-1H-pyrazole-3-carboxamide